FC=1C(=NC=C(C(=O)NCC2=C3N(N=C2)C=CN3C)C1)OC 5-fluoro-6-methoxy-N-((1-methyl-1H-imidazo[1,2-b]pyrazol-7-yl)methyl)nicotinamide